C(CC)P(O)(O)(N(C(C)C)C(C)C)CCC#N.ClC1=NC(=CC(=C1)C1CN(C1)CC(F)(F)F)Cl 2,6-dichloro-4-(1-(2,2,2-trifluoroethyl)azetidin-3-yl)pyridine propyl-(2-cyanoethyl)-(N,N-diisopropyl)-phosphoramidite